N1[C@H](CC1)COC1=NOC(=C1C1=CC=2N(C=C1)N=C(C2)NC(=O)C2CC2)C (R)-N-(5-(3-(azetidin-2-ylmethoxy)-5-methylisoxazol-4-yl)pyrazolo[1,5-a]pyridin-2-yl)cyclopropanecarboxamide